C(C)(C)(C)OC(=O)N1CCC(CC1)CC(C)NS(=O)(=O)C1=CC=C(C2=CC=CC=C12)NC(C1=C(C=CC=C1)C)=O 4-(2-(4-(2-methylbenzamido)naphthalene-1-sulfonylamino)propyl)piperidine-1-carboxylic acid tert-butyl ester